4-[4-(2-bromoethoxy)phenyl]-4-methanesulfonyloxane BrCCOC1=CC=C(C=C1)C1(CCOCC1)S(=O)(=O)C